[Cl-].C(CCCCCCC)[N+](C)(C)C1=CC=CC=C1 octyl-phenyl-dimethyl-ammonium chloride